[Sb].[Zn].[Sn] tin zinc antimony